Di-(n-octadecyl)-Amin C(CCCCCCCCCCCCCCCCC)NCCCCCCCCCCCCCCCCCC